tert-butyl-4-{4-[(3-methyl-4-{[1,2,4]triazolo[1,5-a]pyridin-7-yloxy}phenyl)amino]pyrido[3,2-d]pyrimidin-6-yl}piperazine-1-carboxylate C(C)(C)(C)OC(=O)N1CCN(CC1)C=1C=CC=2N=CN=C(C2N1)NC1=CC(=C(C=C1)OC1=CC=2N(C=C1)N=CN2)C